(S)-4-((2-((5-fluoropyridin-3-yl)oxy)ethyl)(4-(5,6,7,8-tetrahydro-1,8-naphthyridin-2-yl)butyl)amino)-2-(pyridin-3-ylamino)butanoic acid FC=1C=C(C=NC1)OCCN(CC[C@@H](C(=O)O)NC=1C=NC=CC1)CCCCC1=NC=2NCCCC2C=C1